3-bromo-4-(tetrahydrofuran-3-yloxy)benzoic acid BrC=1C=C(C(=O)O)C=CC1OC1COCC1